2-(2-(2-isopropylphenyl)-4-methyl-3-oxopiperazin-1-yl)-7-azaspiro[3.5]nonane-7-carboxylic acid tert-butyl ester C(C)(C)(C)OC(=O)N1CCC2(CC(C2)N2C(C(N(CC2)C)=O)C2=C(C=CC=C2)C(C)C)CC1